ClC1=CC=C(S1)CNC1=CC(=NN1C(C(C)(C)C)=O)C1CN(C1)C(C(C)(C)C)=O 1-[3-(5-{[(5-chlorothiophen-2-yl)methyl]amino}-1-(2,2-dimethylpropanoyl)-1H-pyrazol-3-yl)azetidin-1-yl]-2,2-dimethylpropan-1-one